N[C@H]1[C@H](CN(CC1)C1=C(C(=C(C(=N1)S[C@@H](C(=O)N)C1=CC=CC=C1)C#N)CC)C#N)F (R)-2-((6-((3S,4R)-4-amino-3-fluoropiperidin-1-yl)-3,5-dicyano-4-ethylpyridin-2-yl)thio)-2-phenylacetamide